N[Pt]N cis-diaminoplatinum (II)